C(#N)[C@H](C[C@H]1C(NCCC1)=O)NC(=O)[C@@H]1N(C[C@H]2[C@@H]1CC(C2)(F)F)C(=O)C2(C1=CC=CC=C1C=1C=CC=CC21)O (1R,3aR,6aS)-N-((S)-1-cyano-2-((S)-2-oxopiperidin-3-yl)ethyl)-5,5-difluoro-2-(9-hydroxy-9H-fluorene-9-carbonyl)octahydrocyclopenta[c]pyrrole-1-carboxamide